CC1=NC=C(C=C1NC(OC1CCCCC1)=O)B1OC(C(O1)(C)C)(C)C cyclohexyl (2-methyl-5-(4,4,5,5-tetramethyl-1,3,2-dioxaborolan-2-yl)pyridin-3-yl)carbamate